COC(=O)C1=CC=NC2=CC=C(C=C12)[C@@H](C)C1=NC=CC=C1F |r| rac-(R)-6-(1-(3-fluoropyridin-2-yl)ethyl)quinoline-4-carboxylic acid methyl ester